Ethyl 2-(5-((14-azido-3,6,9,12-tetraoxatetradecyl)amino)-2-oxopyridin-1(2H)-yl)acetate hydrochloride Cl.N(=[N+]=[N-])CCOCCOCCOCCOCCNC=1C=CC(N(C1)CC(=O)OCC)=O